C(CCCCCCC)[Si](F)(CCCCCCCC)CCCCCCCC trioctylfluorosilane